C(CCCCCCCCCCCCCCCCC)(=O)O.OCC(O)CO Monoglycerin monostearate